2-((2-((2-methoxy-4-(piperazin-1-yl)phenyl)amino)-5-(trifluoromethyl)pyridin-4-yl)amino)-N-methylbenzamide COC1=C(C=CC(=C1)N1CCNCC1)NC1=NC=C(C(=C1)NC1=C(C(=O)NC)C=CC=C1)C(F)(F)F